2-(2-((S)-1-(2,3-Difluorobenzyl)-5-oxopyrrolidin-2-yl)acetamido)-3-methyl-N-(3-phenylpropyl)butanamide FC1=C(CN2[C@@H](CCC2=O)CC(=O)NC(C(=O)NCCCC2=CC=CC=C2)C(C)C)C=CC=C1F